8-[1-(oxetan-3-yl)-1H-pyrazolo[3,4-b]pyrazin-6-yl]-2-[4-(trifluoromethyl)pyridin-2-yl]-2,8-diazaspiro[4.5]decan-1-one O1CC(C1)N1N=CC=2C1=NC(=CN2)N2CCC1(CCN(C1=O)C1=NC=CC(=C1)C(F)(F)F)CC2